C(=CCCCCCCCC)C1C(=O)OC(C1)=O Decenyl-succinic anhydride